(4-(6-(2-(trifluoromethyl)phenyl)-2H-indazol-2-yl)benzyl)carbamic acid tert-butyl ester C(C)(C)(C)OC(NCC1=CC=C(C=C1)N1N=C2C=C(C=CC2=C1)C1=C(C=CC=C1)C(F)(F)F)=O